ClC=1C(=C(C(=C(C1)C#N)C#N)Cl)Cl trichlorodicyanobenzene